cis-non-1-ene C=CCCCCCCC